[PH2]([O-])=O PHOSPHINAT